N[C@@H]1C(NC[C@H]1C1=C(C=C(C=C1F)OC)F)=O (3s,4r)-3-amino-4-(2,6-difluoro-4-methoxyphenyl)pyrrolidin-2-one